C(C(=C)C)(=O)OCCC[SiH2]OC(N)(N)N gamma-(methacryloyloxy)propyl-tri-aminoMethoxysilane